6-(difluoromethyl)-3-(6-(2-(methylsulfonyl)-2,6-diazaspiro[3.5]nonan-6-yl)pyrimidin-4-yl)imidazo[1,2-b]pyridazine FC(C=1C=CC=2N(N1)C(=CN2)C2=NC=NC(=C2)N2CC1(CN(C1)S(=O)(=O)C)CCC2)F